BrC=1C=NC=CC1N1C[C@@H](CC1)NC(OC(C)(C)C)=O tert-butyl (R)-[1-(3-bromopyridin-4-yl)pyrrolidin-3-yl]carbamate